1-hydroxyethyl-3-methylimidazole hydrogen sulfate salt S(=O)(=O)(O)O.OC(C)C1=NC=CN1C